1-(4-(4-(7-Azaspiro[3.5]nonan-2-yl)piperazin-1-yl)phenyl)dihydropyrimidine-2,4(1H,3H)-dione C1C(CC12CCNCC2)N2CCN(CC2)C2=CC=C(C=C2)N2C(NC(CC2)=O)=O